ClC1=CC=C(N=N1)C=1C=NC=2CCN(CC2C1)C=1C(=CC=2N(N1)C(C=CN2)=O)C 7-(3-(6-chloropyridazin-3-yl)-7,8-dihydro-1,6-naphthyridin-6(5H)-yl)-8-methyl-4H-pyrimido[1,2-b]pyridazin-4-one